tert-Butyl 7-bromo-8-fluoro-3,4-dihydro-1H-isoquinoline-2-carboxylate tert-Butyl-7-bromo-8-fluoro-3,4-dihydro-1H-isoquinoline-2-carboxylate C(C)(C)(C)OC(=O)N1CC2=C(C(=CC=C2CC1)Br)F.BrC1=CC=C2CCN(CC2=C1F)C(=O)OC(C)(C)C